4-[(6R)-2,2-Difluoro-7-[(5-methoxy-7-methyl-1H-indol-4-yl)methyl]-7-azaspiro[3.5]nonan-6-yl]-3-[(oxetan-3-ylmethyl)amino]benzoic acid FC1(CC2(C1)C[C@@H](N(CC2)CC2=C1C=CNC1=C(C=C2OC)C)C2=C(C=C(C(=O)O)C=C2)NCC2COC2)F